[1-(azetidin-3-yl)pyrazol-4-yl]-8-chloro-7-[(2-methyl-3H-benzimidazol-5-yl)oxy]quinoxalineisostearyl-benzyl-imidazoline N1CC(C1)N1N=CC(=C1)C1N=C(N(C1)CC1=CC=CC=C1)CCCCCCCCCCCCCCCC(C)CC1=NC2=C(C(=CC=C2N=C1)OC1=CC2=C(N=C(N2)C)C=C1)Cl